CC1=CC=C(C=C1)C(C[N+](=O)[O-])=O 1-(4-methylphenyl)-2-nitroethanone